1-(2-(3,8-diazabicyclo[3.2.1]oct-8-yl)-7,8-dihydro-1,6-naphthyridin-6(5H)-yl)-2-(4-fluorophenoxy)ethan-1-one C12CNCC(CC1)N2C2=NC=1CCN(CC1C=C2)C(COC2=CC=C(C=C2)F)=O